FC1CCC1 3-fluorocyclobutane